tert-butyl ((3aR,8S,11aS,12aR,12bS,15S,16aS)-15-cyano-12,12-dimethyl-1,9,13-trioxoicosahydrocyclopropa[3,4]pyrrolo[1,2-a]pyrrolo[3,4-g][1,4]diazacyclotetradecin-8-yl)carbamate C(#N)[C@H]1NC([C@H]2N(C([C@H](CCCC[C@@H]3[C@H](C1)C(NC3)=O)NC(OC(C)(C)C)=O)=O)C[C@H]3[C@@H]2C3(C)C)=O